C(=O)(O)CN([C@@H](CCC(=O)O)C(=O)O)CC(=O)O.[Na].[Na].[Na].[Na] tetrasodium N,N-bis(carboxymethyl)-L-glutamic acid